(R)-5-(5-(1-(3,5-dichloropyridin-4-yl)ethoxy)-6-fluoro-1H-indazol-3-yl)-2-(6-(methylsulfonyl)-2,6-diazaspiro[3.3]heptan-2-yl)nicotinonitrile ClC=1C=NC=C(C1[C@@H](C)OC=1C=C2C(=NNC2=CC1F)C=1C=NC(=C(C#N)C1)N1CC2(C1)CN(C2)S(=O)(=O)C)Cl